FC=1C=C2C(=C(/C(/C2=CC1)=C/C1=CC=C(C=C1)N1C=CC=C1)C)CC(=O)NO 2-[(1Z)-5-fluoro-2-methyl-1-{[4-(1H-pyrrol-1-yl)phenyl]methylene}-1H-inden-3-yl]-N-hydroxyacetamide